2-((R)-1,2-dihydroxypropan-2-yl)-N'-((1,2,3,5,6,7-hexahydro-s-indacen-4-yl)carbamoyl)-4-(hydroxymethyl)thiazole-5-sulfonimidamide OC[C@@](C)(O)C=1SC(=C(N1)CO)S(=O)(N)=NC(NC1=C2CCCC2=CC=2CCCC12)=O